(S)-2-amino-4-(2-amino-5-chlorophenyl)-4-oxobutanoic acid N[C@H](C(=O)O)CC(=O)C1=C(C=CC(=C1)Cl)N